FC1(CC(C1)OC1=CC(=NC=C1)CC(=O)NC1=CC=CN=N1)F 6-(2-(4-(3,3-difluorocyclobutoxy)pyridin-2-yl)acetamido)pyridazin